CN(C1=NC=CC(=C1)C(=O)OCC)C ethyl 2-(dimethylamino)-pyridine-4-carboxylate